(R)-3-ethyl-5-fluoro-N-hydroxy-2-(2-methyl-2-azaspiro[3.3]heptan-6-yl)-1,2,3,4-tetrahydroisoquinoline-7-carboxamide C(C)[C@H]1N(CC2=CC(=CC(=C2C1)F)C(=O)NO)C1CC2(CN(C2)C)C1